2-(4-(Methylsulfonyl)phenyl)-1,2,3,4-tetrahydroquinoline CS(=O)(=O)C1=CC=C(C=C1)C1NC2=CC=CC=C2CC1